N1C=2C(=CC=C1)C=NC2 pyrrolo[3,4-b]pyridin